FC1=CC(=C(C=C1N1CCN(CC1)C1=NC=CC=N1)NC(=O)C1=CNC(C=C1C(F)(F)F)=O)N1C[C@H](N([C@H](C1)C)C)C N-[4-fluoro-5-(4-pyrimidin-2-ylpiperazin-1-yl)-2-[(3R,5S)-3,4,5-trimethylpiperazin-1-yl]phenyl]-6-oxo-4-(trifluoromethyl)-1H-pyridine-3-carboxamide